4-[(dipropylamino)sulfonyl]benzoic acid C(CC)N(S(=O)(=O)C1=CC=C(C(=O)O)C=C1)CCC